N[C@@H]1CN(CCC1(F)F)C1=NC2=C(N1CC1=NC=C(C#N)C=C1)C=C(C=C2Cl)Cl (R)-6-((2-(3-Amino-4,4-difluoropiperidin-1-yl)-4,6-dichloro-1H-benzo[d]imidazol-1-yl)methyl)nicotinonitril